CC1=CC2=C(C3=CC(=CC=C3C(=C2C=C1)OC(=O)OCCCCC)C)OC(=O)OCCCCC 2,7-dimethyl-9,10-bis(n-pentyloxycarbonyloxy)anthracene